ClC1=NC=C(C=N1)OC1=CC=C(C=C1)C(C)(C)C1=CC=C(OC2CC(C2)NC(OC(C)(C)C)=O)C=C1 tert-butyl ((1r,3r)-3-(4-(2-(4-((2-chloropyrimidin-5-yl)oxy)phenyl)propan-2-yl)phenoxy)cyclobutyl)carbamate